C[C@]1(COCC1)N1C=C(C=C1)C(=O)N 1-((S)-3-methyltetrahydrofuran-3-yl)-1H-pyrrole-3-carboxamide